C(#N)CC(=O)N1CC(C(=CC1)C1=C2C(=NC(=C1)NC(=O)C1CC1)NC=C2)C N-(4-(1-(2-cyanoacetyl)-3-methyl-1,2,3,6-tetrahydropyridin-4-yl)-1H-pyrrolo[2,3-b]pyridin-6-yl)cyclopropylcarboxamide